1-(allyloxy)cyclopropane-1-carboxylic acid C(C=C)OC1(CC1)C(=O)O